C(C1=CC=CC=C1)(=O)C1=CC=C(C=C1)OC(C=C)=O 4-Benzoylphenylacrylat